tributylpentadecyl-phosphonium C(CCC)[P+](CCCCCCCCCCCCCCC)(CCCC)CCCC